2-(4-fluoro-5-isopropyl-2-methoxyphenyl)-2-((R)-3-((5-(4-methoxy-5,6,7,8-tetrahydro-1,8-naphthyridin-2-yl)pentyl)oxy)pyrrolidin-1-yl)acetic acid FC1=CC(=C(C=C1C(C)C)C(C(=O)O)N1C[C@@H](CC1)OCCCCCC1=NC=2NCCCC2C(=C1)OC)OC